N1-(2-aminoethyl)-N1-(2-morpholinoethyl)ethane-1,2-diamine NCCN(CCN)CCN1CCOCC1